ONC(\C=C\C1=C(C=CC=C1)N1CCN(CC1)CC1CCN(CC1)C(C(C)C)=O)=O (E)-N-hydroxy-3-(2-(4-((1-isobutyrylpiperidin-4-yl)methyl)piperazin-1-yl)phenyl)acrylamide